C1(CCCC1)NCCCCCCCSC1=C2CN(C(C2=CC=C1)=O)C1C(NC(CC1)=O)=O 3-(4-((7-(cyclopentylamino)heptyl)thio)-1-oxoisoindolin-2-yl)piperidine-2,6-dione